COC1=CC=2N(C=C1C(C)(C)O)C(=CN2)C2=NC(=CC=C2)N[C@@H]2CNC[C@H](C2)C 2-(7-methoxy-3-(6-(((3S,5S)-5-methylpiperidin-3-yl)amino)pyridin-2-yl)imidazo[1,2-a]pyridin-6-yl)propan-2-ol